C[C@H]1N(CCOC1)C=1N=C2N(C(C1)=O)CC[C@H](N2CC2=NC(=NO2)C)C(F)(F)F (S)-2-((R)-3-Methyl-morpholin-4-yl)-9-(3-methyl-[1,2,4]oxadiazol-5-yl-methyl)-8-trifluoromethyl-6,7,8,9-tetrahydro-pyrimido[1,2-a]-pyrimidin-4-one